(R)-3-[6-chloro-2-(2-hydroxy-2-methylpropionyl)-1,2,3,4-tetrahydroisoquinolin-8-yl]morpholine ClC=1C=C2CCN(CC2=C(C1)[C@H]1NCCOC1)C(C(C)(C)O)=O